C(C)(C)[Si](C(C)C)(C(C)C)C#CC=1C=C(OC2=C(N=NN2)C(=O)OCC)C=CC1 1-Ethyl 5-(3-((triisopropylsilyl)ethynyl)phenoxy)-1H-1,2,3-triazole-4-carboxylate